ClC1=C(C=C2C(=C(N(C2=C1F)C)C1=NC(=NN1)[C@@H](C#N)C)C=1C=NNC1)OC (R)-2-(5-(6-chloro-7-fluoro-5-methoxy-1-methyl-3-(1H-pyrazol-4-yl)-1H-indol-2-yl)-1H-1,2,4-triazol-3-yl)propanenitrile